F[C@@]1(CN(CC[C@H]1C1=NC2=C(N1CC(F)(F)F)C=C(C=C2C(=O)N)C#CCNC2=C(C=C(C=C2)S(=O)(=O)C)OC)C)C ((3S,4S)-3-fluoro-1,3-dimethyl-4-piperidyl)-6-[3-(2-methoxy-4-methylsulfonyl-anilino)prop-1-ynyl]-1-(2,2,2-trifluoroethyl)benzimidazole-4-carboxamide